FC(C1=CC=C(C=C1)N1C2=C(NC(C1)CO)N=CC=C2)(F)F (1-(4-(trifluoromethyl)phenyl)-1,2,3,4-tetrahydropyrido[2,3-b]pyrazin-3-yl)methanol